OC=1C=C(C=CC1O)\C=C\C(CCC1=CC=CC=C1)=O (E)-1-(3,4-dihydroxyphenyl)-5-phenylpent-1-en-3-one